[Si](C1=CC=CC=C1)(C1=CC=CC=C1)(C(C)(C)C)OCCC#CCCC(=O)O 7-{[tert-butyl(diphenyl)silyl]oxy}hept-4-ynoic acid